2-[5-(dibenzofuran-2-ylmethylamino)-6-oxo-pyrimidin-1-yl]-N-(1H-pyrrolo[3,2-c]pyridin-2-ylmethyl)acetamide C1=C(C=CC=2OC3=C(C21)C=CC=C3)CNC3=CN=CN(C3=O)CC(=O)NCC3=CC=2C=NC=CC2N3